3-[1-oxo-6-[[2-oxo-2-(1-piperidinyl)ethyl]amino]isoindolin-2-yl]piperidine-2,6-dione O=C1N(CC2=CC=C(C=C12)NCC(N1CCCCC1)=O)C1C(NC(CC1)=O)=O